OCCCCCCCCCCCN1CCCC1 N-(11-hydroxyundecyl)pyrrolidine